CC=1N=C(C2=C(N1)OC=C2C(=O)NC2=C(C=CC=C2)C)NC2(CC2)C methyl-4-[(1-methylcyclopropyl)amino]-N-(2-methylphenyl)furo[2,3-d]pyrimidine-5-carboxamide